C1(CC1)CN1N=CC(=C1)C1=CC=C(C=N1)CC=1C=C2C(N(CN(C2=C(C1)C)C)[C@@H]1[C@H](COCC1)O)=O 6-((6-(1-(cyclopropylmethyl)-1H-pyrazol-4-yl)pyridin-3-yl)methyl)-3-((3R,4S)-3-hydroxytetrahydro-2H-pyran-4-yl)-1,8-dimethylquinazolin-4(3H)-one